2-(benzofuran-3-yl)-1-((4,5-dihydro-2H,3'H-spiro[furan-3,1'-isobenzofuran]-6'-yl)methylsulfonamidyl)ethylboronic acid O1C=C(C2=C1C=CC=C2)CC(NS(=O)(=O)CC2=CC=C1COC3(C1=C2)COCC3)B(O)O